1,5-oxazocan-4-one O1CCC(NCCC1)=O